Methyl (R)-3-azido-4-(1H-indol-3-yl)butanoate N(=[N+]=[N-])[C@@H](CC(=O)OC)CC1=CNC2=CC=CC=C12